(S)-Methyl 2-((3S,5R,6S)-3-allyl-5-(3-chlorophenyl)-6-(4-chlorophenyl)-3-methyl-2-oxopiperidin-1-yl)butanoate C(C=C)[C@@]1(C(N([C@@H]([C@H](C1)C1=CC(=CC=C1)Cl)C1=CC=C(C=C1)Cl)[C@H](C(=O)OC)CC)=O)C